OC1=C(C=CC(=O)C=CC2=C(C=CC=C2)O)C=CC=C1 bis-(2'-hydroxystyrenyl) ketone